1-bromo-4-(diethoxyphosphorylmethyl)-3-fluoro-5-methyl-benzene BrC1=CC(=C(C(=C1)C)CP(=O)(OCC)OCC)F